4-(benzylthio)-1H-pyrazole C(C1=CC=CC=C1)SC=1C=NNC1